CC=1C=C(C=CC1)C1=C(C=CC(=C1)N)C1=CC=C(C=C1)N 3-methylphenyl[1,1-biphenyl]-4,4'-diamine